(2-fluoro-4-(2-fluorophenoxy)phenyl)(4-(((1R,4S)-4-(hydroxymethyl)-3-oxabicyclo[3.1.0]hexan-1-yl)amino)-5-methoxy-1H-pyrrolo[2,3-b]pyridin-3-yl)methanone FC1=C(C=CC(=C1)OC1=C(C=CC=C1)F)C(=O)C1=CNC2=NC=C(C(=C21)N[C@]21CO[C@@H](C1C2)CO)OC